4-(bis(4-methoxybenzyl)amino)-1-cyclopentyl-1,3-dihydro-2H-imidazo[4,5-c]pyridin-2-one COC1=CC=C(CN(C2=NC=CC3=C2NC(N3C3CCCC3)=O)CC3=CC=C(C=C3)OC)C=C1